rac-(5S,7S)-N-(2,2-Difluoroethyl)-7-fluoro-N-methyl-5-phenyl-6,7-dihydro-5H-pyrrolo[1,2-b][1,2,4]triazol-2-carboxamid FC(CN(C(=O)C=1N=C2N(N1)[C@@H](C[C@@H]2F)C2=CC=CC=C2)C)F |r|